(+/-)-dihydroquercetin C1=CC(=C(C=C1[C@@H]2[C@H](C(=O)C3=C(C=C(C=C3O2)O)O)O)O)O